C1(=CC=CC=C1)N1N=NC(=C1)[Si](C)(C)C 1-phenyl-4-(trimethylsilyl)-1H-1,2,3-triazole